CN(CC(=O)N1CC(OCC1)CNC1=C(C=C(C=C1)S(=O)(=O)NC(C1=C(C=CC=C1)OC=1C=C2C(=NC1)NC=C2)=O)[N+](=O)[O-])C N-([4-(([4-(N,N-dimethylglycyl)morpholin-2-yl]methyl)amino)-3-nitrophenyl]sulfonyl)-2-(1H-pyrrolo[2,3-b]pyridin-5-yloxy)benzamide